2-(2,6-dioxopiperidin-3-yl)-5-(((5-methoxy-4-((4-(1-methyl-1H-indol-3-yl)pyrimidin-2-yl)amino)-2-nitrophenyl)amino)methyl)isoindoline-1,3-dione O=C1NC(CCC1N1C(C2=CC=C(C=C2C1=O)CNC1=C(C=C(C(=C1)OC)NC1=NC=CC(=N1)C1=CN(C2=CC=CC=C12)C)[N+](=O)[O-])=O)=O